4-(3-(3-(4-(dimethylamino)butanamido)-4-methylphenoxy)-5-methylphenyl)-6-methyl-7-oxo-N-(3,3,3-trifluoropropyl)-6,7-dihydro-1H-pyrrolo[2,3-c]pyridine-2-carboxamide CN(CCCC(=O)NC=1C=C(OC=2C=C(C=C(C2)C)C=2C3=C(C(N(C2)C)=O)NC(=C3)C(=O)NCCC(F)(F)F)C=CC1C)C